CCCCCCCCCCCC(CCCCCCCCCCC)=O 12-Tricosanon